OOC=1C(=O)O[C@@](C1OCC=C)([C@@H](O)CO)CC(C)C 2-O-hydroxyisobutyl-3-O-allylascorbic acid